Ethyl 3-(5-(3-(3-(2-(3-bromophenyl)pent-4-en-2-yl)-1-methyl-1H-1,2,4-triazol-5-yl)-4-fluorophenoxy)-6-fluoro-1H-indol-4-yl)propanoate BrC=1C=C(C=CC1)C(C)(CC=C)C1=NN(C(=N1)C=1C=C(OC=2C(=C3C=CNC3=CC2F)CCC(=O)OCC)C=CC1F)C